1-[2-fluoro-4-(trifluoromethoxy)phenyl]-1-methyl-3-[(1S,2S,4S,5R)-4-methyl-8-(1H-1,2,3,4-tetrazol-5-yl)-8-azabicyclo[3.2.1]octan-2-yl]urea FC1=C(C=CC(=C1)OC(F)(F)F)N(C(=O)N[C@@H]1[C@@H]2CC[C@H]([C@H](C1)C)N2C2=NN=NN2)C